C(C)OC(CCC1(C(N(C(=C1C)C1=CC=C(C=C1)F)CC=C)=O)C)=O 3-(1-allyl-5-(4-fluorophenyl)-3,4-dimethyl-2-oxo-2,3-dihydro-1H-pyrrol-3-yl)propionic acid ethyl ester